(S)-pyrrolidine-2-carbonitrile N1[C@@H](CCC1)C#N